methyl 2-chloro-3-((1,3-dimethyl-1H-pyrazole-5-oxy) methyl)-4-methylsulfonylbenzoate ClC1=C(C(=O)OC)C=CC(=C1COC1=CC(=NN1C)C)S(=O)(=O)C